4,4''-diamino-[1,1':2',1'']terphenyl NC1=CC=C(C=C1)C=1C(=CC=CC1)C1=CC=C(C=C1)N